[I-].C(CCC)C1CP2(CC1)CCCC2 2-butyl-5-phosphaspiro[4.4]nonane iodide